2-[2-(4-chloro-phenyl)-6-fluoro-benzimidazol-1-yl]-N-cyclohexyl-2-(tetrahydro-pyran-2-yl)-acetamide ClC1=CC=C(C=C1)C1=NC2=C(N1C(C(=O)NC1CCCCC1)C1OCCCC1)C=C(C=C2)F